C(C)(C)(C)OC(=O)N1CCN(CC1)CC=1C=NN(C1)C(C(=O)NC1=CC=C(C2=CC=CC=C12)C#N)(C)C 4-((1-(1-((4-cyanonaphthalen-1-yl)amino)-2-methyl-1-oxopropan-2-yl)-1H-pyrazol-4-yl)methyl)piperazine-1-carboxylic acid tert-butyl ester